2-amino-6-(4,4,5,5-tetramethyl-1,3,2-dioxaborolan-2-yl)benzonitrile NC1=C(C#N)C(=CC=C1)B1OC(C(O1)(C)C)(C)C